N-(2-(4,4-difluorocyclohexyl)-4-(2-fluorophenyl)pyridin-3-yl)-5-fluoro-6-methoxynicotinamide FC1(CCC(CC1)C1=NC=CC(=C1NC(C1=CN=C(C(=C1)F)OC)=O)C1=C(C=CC=C1)F)F